(R)-1-((2,2-dimethyl-1,3-dioxolan-4-yl)methyl)-1H-pyrazole CC1(OC[C@H](O1)CN1N=CC=C1)C